(2S,5S)-5-formyl-13-heptyl-2-isobutyl-N,N-dimethyl-3,14-dioxo-1,4-diazacyclotetradecane-7-carboxamide C(=O)[C@H]1NC([C@@H](NC(C(CCCCCC(C1)C(=O)N(C)C)CCCCCCC)=O)CC(C)C)=O